C(C)N(C)C N-ethyldimethylamine